BrC1=C2C(=NC=C1)N(C=C2C)COCC[Si](C)(C)C 4-bromo-3-methyl-1-{[2-(trimethylsilyl)ethoxy]methyl}-1H-pyrrolo[2,3-b]pyridine